ClCCC\C=C/CCCCCC (Z)-1-chloro-4-undecene